3-cyano-N-(3-(imidazo[4,5-d]pyrrolo[2,3-b]pyridin-1(6H)-yl)bicyclo[1.1.1]pentan-1-yl)azetidine-1-sulfonamide C(#N)C1CN(C1)S(=O)(=O)NC12CC(C1)(C2)N2C=NC=1C2=C2C(=NC1)NC=C2